methyl (1S,3R)-3-[(4-chloropyrido[3,4-d]pyridazin-1-yl)amino]cyclohexanecarboxylate ClC=1N=NC(=C2C1C=NC=C2)N[C@H]2C[C@H](CCC2)C(=O)OC